C(C)(C)(C)OC(=O)N1[C@@H](CCC1)COS(=O)(=O)CC1=CC=CC=C1 (L)-N-tert-butoxycarbonyl-2-[(toluenesulfonyloxy)methyl]pyrrolidine